C(C)C(C(=O)OCC)(CC)NC(=O)C1=NC(=C(C=C1)N1CC(C1)OC)OC[C@@H]1[C@H](C1)CF Ethyl 2-ethyl-2-{[6-{[(1S,2S)-2-(fluoromethyl)cyclopropyl]methoxy}-5-(3-methoxyazetidin-1-yl)pyridine-2-carbonyl]amino}butanoate